C(C)N[C@H](C)C1=NC=C(C(=C1)C1=CC=2N(C(=N1)SC)N=CN2)OC (R)-N-ethyl-1-(5-methoxy-4-(5-(methylthio)-[1,2,4]triazolo[1,5-c]pyrimidin-7-yl)pyridin-2-yl)ethan-1-amine